C(C)OC(=O)C=1C=NN(C1C)C1CC1 1-Cyclopropyl-5-methyl-pyrazole-4-carboxylic acid ethyl ester